4-(4-(4-fluorophenyl)thiazol-2-yl)-2,5-dimethylpiperazine-1-carboxylic acid tert-butyl ester C(C)(C)(C)OC(=O)N1C(CN(C(C1)C)C=1SC=C(N1)C1=CC=C(C=C1)F)C